methyl 7-[3-oxo-4-(2,4,5-trifluorophenyl) butanoyl]-3-(trifluoromethyl)-5H,6H,7H,8H-imidazo[1,5-a]pyrazine-1-carboxylate O=C(CC(=O)N1CC=2N(CC1)C(=NC2C(=O)OC)C(F)(F)F)CC2=C(C=C(C(=C2)F)F)F